N1C=NC2=C1C=CC=C2C2N(CCCC2)C(C(=O)NC=2C=C(C(=NC2)NC(OC(C)(C)C)=O)C)=O tert-butyl N-[5-[[2-[2-(1H-benzimidazol-4-yl)-1-piperidyl]-2-oxo-acetyl]amino]-3-methyl-2-pyridyl]carbamate